2-[2-[4-(8-chloro-4-oxo-chromen-2-yl)phenoxy]ethoxy]cyclopropanecarboxylic acid ethyl ester C(C)OC(=O)C1C(C1)OCCOC1=CC=C(C=C1)C=1OC2=C(C=CC=C2C(C1)=O)Cl